CN1N=CC(=C1)C1=CC2=C(O[C@@H](CN2)[C@H](C=2C=C(C=CC2)C)NCCC2=CC=C(C#N)C=C2)N=C1 4-(2-(((S)-((S)-7-(1-methyl-1H-pyrazol-4-yl)-2,3-dihydro-1H-pyrido[2,3-b][1,4]oxazin-3-yl)(m-tolyl)methyl)amino)ethyl)benzonitrile